3-(Difluoromethoxy)propan-1-amine FC(OCCCN)F